P(O)(=O)(OP(=O)(O)OP(=O)(O)O)OC[C@@H]1[C@H]([C@H]([C@@](O1)(N1C=NC=2C(N)=NC=NC12)F)S)O fluoro-thio-adenosine triphosphate